CN1CCC=2C(CC1)CC=C(C2[N+](=O)[O-])N 3-methyl-9-nitro-1,2,3,4,5,6-hexahydrobenzo[d]azepin-8-amine